3-((1-phenylcyclohexyl)oxycarbonylmethylthio)propyltrimethoxysilane C1(=CC=CC=C1)C1(CCCCC1)OC(=O)CSCCC[Si](OC)(OC)OC